CC(C)N1N=CC=C1 1-(propan-2-yl)-1H-pyrazole